6-amino-3-(2-isopropoxyethyl)quinazolin-4(3H)-one NC=1C=C2C(N(C=NC2=CC1)CCOC(C)C)=O